5-ethyl-N-methyl-1H-indazole C(C)C=1C=C2C=NN(C2=CC1)C